2,4-difluorophenyl thiosulfonate S(=S)(=O)OC1=C(C=C(C=C1)F)F